NC1=NC=C(C=2C1=CN(N2)C2OCCCC2)NC(=O)C(=O)N(CC2=NC=CC=C2)CC2=C(C(=CC=C2)N(C)C)C N-(4-amino-2-tetrahydropyran-2-yl-pyrazolo[4,3-c]pyridin-7-yl)-N'-[[3-(dimethylamino)-2-methyl-phenyl]methyl]-N'-(2-pyridylmethyl)oxamide